4-phenyl-3-((3-(4-(pyrrolidin-1-ylmethyl)styryl)-1H-indazol-6-yl)methylene)pyrrolidin-2-one C1(=CC=CC=C1)C1C(C(NC1)=O)=CC1=CC=C2C(=NNC2=C1)C=CC1=CC=C(C=C1)CN1CCCC1